4-(4-hydroxy-3,5-dimethoxybenzylidene)-1-methyl-2-phenyl-imidazole-5-one OC1=C(C=C(C=C2N=C(N(C2=O)C)C2=CC=CC=C2)C=C1OC)OC